hexafluorophosphanuide F[P-](F)(F)(F)(F)F